C(CCCCCCCCCCCCC)N1C(=C(C(C2=C(C=C(C=C12)OCC1=CC=CC=C1)OCC1=CC=CC=C1)=O)OCC1=CC=CC=C1)C1=CC(=C(C=C1)OCC1=CC=CC=C1)OC N-tetradecyl-2-(3-methoxy-4-benzyloxyphenyl)-3,5,7-tribenzyloxy-quinolin-4-one